FC(C=1C(=C(C=CC1)[C@@H](C)NC1=NN(C(C=2C1=CN(C(C2)=O)C2CCOCC2)=O)C)F)F (R)-4-((1-(3-(difluoromethyl)-2-fluorophenyl)ethyl)amino)-2-methyl-6-(tetrahydro-2H-pyran-4-yl)-2,6-dihydropyrido[3,4-d]pyridazine-1,7-dione